CC(C)N1CCC=CC1 1-(propan-2-yl)-1,2,3,6-tetrahydropyridin